ClC1=CC(=C(C=C2CCN(CC2)C(=O)OC(C)(C)C)C=C1)F tert-Butyl 4-(4-chloro-2-fluorobenzylidene)piperidine-1-carboxylate